4-(2-(5-chloro-2-fluorophenyl)-6,7-dihydro-8H-pyrimido[5,4-b][1,4]oxazin-8-yl)pyridin-2-amine ClC=1C=CC(=C(C1)C=1N=CC=2OCCN(C2N1)C1=CC(=NC=C1)N)F